[6-tert-butyl-4-(3,5-dimethylphenyl)-2-methyl-5-methoxy-1H-inden-1-yl](chloro)dimethylsilane C(C)(C)(C)C1=C(C(=C2C=C(C(C2=C1)[Si](C)(C)Cl)C)C1=CC(=CC(=C1)C)C)OC